BrC=1C(=C(C(=CC1)F)C(CC)O)OC (3-bromo-6-fluoro-2-methoxyphenyl)propan-1-ol